FC=1C=C(C=C(C1)F)[C@H]1N(OCC1)C(=O)[C@@H]1CC[C@@H](CC1)CO [(3S)-3-(3,5-difluorophenyl)isoxazolidin-2-yl]-[cis-4-(hydroxymethyl)cyclohexyl]methanone